C1N(CC2=CC=CC=C12)C1=NC2=C(C=C(C=C2C(N1)=O)C)C(C)NC1=C(C(=O)OC(C)(C)C)C=CC=C1 tert-butyl 2-((1-(2-(isoindolin-2-yl)-6-methyl-4-oxo-3,4-dihydroquinazolin-8-yl)ethyl)amino)benzoate